N1C(=NC=C1)CCC[Si](OCC)(OCC)OCC γ-Imidazolylpropyltriethoxysilane